O1COC2=C1C=CC(=C2)C=2C(C=1C(=CN=C(C1)N[C@@H](C)C1=CC(=CC=C1)OC)OC2)=O (S)-3-(benzo[d][1,3]dioxolan-5-yl)-6-((1-(3-methoxyphenyl)ethyl)amino)-4H-pyrano[2,3-c]pyridin-4-one